(2S,4R)-4-azido-2-carbamoyl-pyrrolidine-1-carboxylic acid tert-butyl ester C(C)(C)(C)OC(=O)N1[C@@H](C[C@H](C1)N=[N+]=[N-])C(N)=O